P(=O)(O)(O)OC[C@@H]1[C@H]([C@H](C(O1)OP([O-])(=O)OP(=O)([O-])[O-])O)O 5-phosphoribosylpyrophosphate